2-(4-(4-(1-(5-chloropyrimidin-2-yl)piperidin-4-yl)butoxy)-2,6-difluorophenyl)-1-(3-((((2S,3R,4R,5R)-2,3,4,5,6-pentahydroxyhexyl)amino)methyl)azetidin-1-yl)ethan-1-one ClC=1C=NC(=NC1)N1CCC(CC1)CCCCOC1=CC(=C(C(=C1)F)CC(=O)N1CC(C1)CNC[C@@H]([C@H]([C@@H]([C@@H](CO)O)O)O)O)F